4-beta-hydroxyethyl-amino-3-nitrobenzenesulfonic acid OCCC1=C(C(=C(C=C1)S(=O)(=O)O)N)[N+](=O)[O-]